C(C)(C)(C)N(C(O)=O)CCC1=C(C=C(C=C1)N1CCNCC1)C1=CC=CC=C1.[N+](=O)([O-])C=1C=C(OC2=CC(=CC=C2)OC2=CC(=CC=C2)[N+](=O)[O-])C=CC1 1,3-bis(3-nitrophenoxy)benzene tert-butyl-(2-(5-(piperazin-1-yl)-[1,1'-biphenyl]-2-yl)ethyl)carbamate